NCC1=C(C=C(C=C1)NC=1C=NC(=NC1)N1CCC(CC1)C(F)(F)F)C(F)(F)F N-(4-(aminomethyl)-3-(trifluoromethyl)phenyl)-2-(4-(trifluoromethyl)piperidin-1-yl)pyrimidin-5-amine